CSC1=C(C=CC=C1)O 2-(methylthio)-phenol